C(N)(=O)CC(CCO)CC(C)C (-)-3-(carbamoylmethyl)-5-methylhexanol